CC(C(=O)N1CCCC1)C 2-methyl-1-(pyrrolidin-1-yl)propan-1-one